tert-butyl (2R,5S)-4-(8-((benzyloxy) methyl)-3-methyl-2-oxo-9-propyl-3,9-dihydro-2H-purin-6-yl)-2,5-dimethylpiperazine-1-carboxylate C(C1=CC=CC=C1)OCC=1N(C=2N(C(N=C(C2N1)N1C[C@H](N(C[C@@H]1C)C(=O)OC(C)(C)C)C)=O)C)CCC